CC12C3CCCC3C(C=C1)C2 2-methyltricyclo[4.3.0.12,5]-3-decene